Cl.FC=1C=NC(=NC1)N1N=NC=2CN[C@H](CC21)C (S)-1-(5-fluoropyrimidin-2-yl)-6-methyl-4,5,6,7-tetrahydro-1H-[1,2,3]triazolo[4,5-c]pyridine-hydrochloride Salt